BrC=1C(=NC=C(C1)C(F)(F)F)C(=O)O 3-bromo-5-(trifluoromethyl)picolinic acid